rac-tert-butyl (1R,3S)-3-(((benzyloxy)carbonyl)amino)cyclohexane-1-carboxylate C(C1=CC=CC=C1)OC(=O)N[C@@H]1C[C@@H](CCC1)C(=O)OC(C)(C)C |r|